ClC(C(=O)OC(C(CC(F)(F)F)F)(F)F)=C hexafluorobutyl α-chloroacrylate